(3aR,6aS)-5-(1-(Cyclopropylmethyl)-6-ethynyl-1H-pyrazolo[3,4-d]pyrimidin-4-yl)hexahydro-1H-furo[3,4-c]pyrrole C1(CC1)CN1N=CC=2C1=NC(=NC2N2C[C@@H]1[C@H](C2)COC1)C#C